C1N(CC2=CC=CC=C12)CC1=CC(C(=CO1)OC[C@H]1C[C@H](CC1)NC(OC(C)(C)C)=O)=O cis-tert-Butyl (3-(((6-(isoindolin-2-ylmethyl)-4-oxo-4H-pyran-3-yl)oxy)-methyl)cyclopentyl)carbamate